4-((5-chloro-2-(difluoromethoxy)pyridin-3-yl)sulfonyl)-7-fluoro-2,3,4,5-tetrahydrobenzo[f][1,4]oxazepine ClC=1C=C(C(=NC1)OC(F)F)S(=O)(=O)N1CCOC2=C(C1)C=C(C=C2)F